2-((4,6-dichloropyrimidin-2-yl)amino)ethan-1-ol ClC1=NC(=NC(=C1)Cl)NCCO